8-Phenyl-2-thiomorpholin-4-yl-chromen-4-one C1(=CC=CC=C1)C=1C=CC=C2C(C=C(OC12)N1CCSCC1)=O